P(OC1=CC=CC=C1)(OC1=CC=CC=C1)OCCCCCCCCCC diphenyl (monodecyl) phosphite